7-hydroxyoctanoic acid OC(CCCCCC(=O)O)C